Methyl 2-(2-(2-((4-oxo-3-phenethyl-3,4-dihydropteridin-2-yl)thio)acetamido)thiazol-4-yl)acetate O=C1N(C(=NC2=NC=CN=C12)SCC(=O)NC=1SC=C(N1)CC(=O)OC)CCC1=CC=CC=C1